Henicosan-11-yl ((((2R,3S,5R)-5-(6-amino-2-fluoro-9H-purin-9-yl)-2-ethynyl-3-hydroxytetrahydrofuran-2-yl)methoxy)(phenoxy)phosphoryl)-L-alaninate NC1=C2N=CN(C2=NC(=N1)F)[C@H]1C[C@@H]([C@@](O1)(C#C)COP(=O)(OC1=CC=CC=C1)N[C@@H](C)C(=O)OC(CCCCCCCCCC)CCCCCCCCCC)O